(1R,3S)-N-(5-chloro-4-(5,5-dimethyl-5,6-dihydro-4H-pyrrolo[1,2-b]pyrazol-3-yl)pyridin-2-yl)-3-(pyridin-3-yl)cyclohexane-1-carboxamide ClC=1C(=CC(=NC1)NC(=O)[C@H]1C[C@H](CCC1)C=1C=NC=CC1)C1=C2N(N=C1)CC(C2)(C)C